NCCCCCC(=O)OC methyl 6-aminocaproate